BrC1=C(C=C2C(=NC(=NC2=C1)C)N[C@H](C)C1=C(C(=CC=C1)C(F)(F)F)C)I (R)-7-bromo-6-iodo-2-methyl-N-(1-(2-methyl-3-(trifluoromethyl)phenyl)ethyl)quinazolin-4-amine